N-[1-[(5-bromo-4-methoxy-2-pyridyl)carbamoyl]-2,2-dicyclopropyl-ethyl]-2-ethyl-pyrazole-3-carboxamide BrC=1C(=CC(=NC1)NC(=O)C(C(C1CC1)C1CC1)NC(=O)C=1N(N=CC1)CC)OC